Di-Tert-Butoxycarbonyl(2-(4-(4-Bromophenoxy)Butoxy)Ethyl)Amine C(C)(C)(C)OC(=O)N(CCOCCCCOC1=CC=C(C=C1)Br)C(=O)OC(C)(C)C